COC1=CC=C(C=C1)P(C1=CC=C(C=C1)OC)(C1=CC=C(C=C1)OC)=S tri(p-methoxyphenyl)phosphine sulfide